CC(=CCC[C@@]1([C@H]2CCC(=C)[C@H]([C@@]2(CC[C@H]1Br)C)CC3=C(C(=CC(=C3)C(=O)O)Br)O)C)C The molecule is a monohydroxybenzoic acid that is 3-bromo-4-hydroxybenzoic acid substituted at position 5 by a decahydronaphthalen-1-ylmethyl group which in turn is substituted by a bromo, two methyl groups, a methylidene and a 4-methylpent-3-en-1-yl group at positions 6, 5, 8a, 2 and 5 respectively. A diterpenoid isolated from the Fijian red alga Callophycus serratus, it exhibits antibacterial, antimalarial and anticancer activities. It has a role as a metabolite, an antibacterial agent, an antimalarial and an antineoplastic agent. It is a carbobicyclic compound, a diterpenoid, a monohydroxybenzoic acid and an organobromine compound.